C(CCC)N1C(C2=C(C(=C1)C=1C=C(C(=O)N(C)C)C=CC1OC)C=C(N2)C)=O 3-(6-butyl-2-methyl-7-oxo-1H-pyrrolo[2,3-c]pyridin-4-yl)-4-methoxy-N,N-dimethylbenzamide